COC=1N=CC(=NC1)C=1CCN(CC1)C(=O)C=1N=C(C2=C(N1)OC(=C2)C)NC2(CC2)C [4-(5-methoxypyrazin-2-yl)-1,2,3,6-tetrahydropyridine-1-carbonyl]-6-methyl-N-(1-methylcyclopropyl)furo[2,3-d]pyrimidin-4-amine